FC(C(=O)O)(F)F.C(C)OC(CC(NC1[C@@H]2CN(C[C@H]12)CCCC1=NC=2NCCCC2C=C1)C1=CC=CC=C1)=O 3-phenyl-3-(((1R,5S,6S)-3-(3-(5,6,7,8-tetrahydro-1,8-naphthyridin-2-yl)propyl)-3-azabicyclo[3.1.0]Hex-6-yl)amino)propionic acid ethyl ester trifluoroacetate